4-methyl-7-pyrimidin-2-yloxychromen-2-one CC1=CC(OC2=CC(=CC=C12)OC1=NC=CC=N1)=O